CC=1C=C(C=C(C1N1CCC(CC1)C(F)(F)F)C)NC1=CC=C(CNC(=O)C2CNC(C2)=O)C=C1 N-(4-((3,5-dimethyl-4-(4-(trifluoromethyl)piperidin-1-yl)phenyl)amino)benzyl)-5-oxopyrrolidine-3-carboxamide